Cyclohex-4-ene-1,2-diylbis(methylene) dimethanesulfonate CS(=O)(=O)OCC1C(CC=CC1)COS(=O)(=O)C